O1C(=CC=C1)C(=O)O.C(/C)=N\O N-[(1E)-ethylidene]hydroxylamine FURANOATE